N-(9-((3aR,5R,6R,6aS)-2,2-di-tert-butyl-6-methoxytetrahydrofuro[2,3-d][1,3,2]dioxasilol-5-yl)-9H-purin-6-yl)-N-methylbenzamide C(C)(C)(C)[Si]1(O[C@@H]2[C@@H](O1)O[C@H]([C@@H]2OC)N2C1=NC=NC(=C1N=C2)N(C(C2=CC=CC=C2)=O)C)C(C)(C)C